ClC1=CC=C(C=C1)C1=NN(C[C@@H]1C1=CC=CC=C1)/C(/NC[C@@H](C)NS(N)(=O)=O)=N/S(=O)(=O)C1=CC=C(C=C1)Cl (S,E)-3-(4-chlorophenyl)-N'-((4-chlorophenyl)sulfonyl)-4-phenyl-N-((R)-2-(sulfamoylamino)propyl)-4,5-dihydro-1H-pyrazole-1-carboximidamide